CN(C(OCC(=O)N1C(CC(C1)F)C(NC(C1=NC=C(C=C1)C(C)C)C1=CC=CC=C1)=O)=O)C 2-[4-fluoro-2-({phenyl[5-(propan-2-yl)pyridin-2-yl]methyl}carbamoyl)pyrrolidin-1-yl]-2-oxoethyl N,N-dimethylcarbamate